2-(2'-hydroxy-3',5'-di-pentylphenyl)benzotriazole tungsten bismuth scandium [Sc].[Bi].[W].OC(CC=1C=C(C=C(C1)N1N=C2C(=N1)C=CC=C2)CCCCC)CCC